penta(trimethylsiloxy)-flavan-3,4-diol C[Si](OC=1C(=C2C(C(C(OC2=CC1)(C1=CC=CC=C1)O[Si](C)(C)C)(O)O[Si](C)(C)C)(O)O[Si](C)(C)C)O[Si](C)(C)C)(C)C